C(C)(=O)N1[C@H]([C@H](CCC1)NS(=O)(=O)C)CO[C@@H]1CC[C@@H](CC1)C1=CC(=C(C=C1)F)F N-(cis-1-acetyl-2-(((cis-4-(3,4-difluorophenyl)cyclohexyl)oxy)methyl)piperidin-3-yl)methane-sulfonamide